ethyl 3-bromoimidazo[1,2-b]pyridazine-6-carboxylate BrC1=CN=C2N1N=C(C=C2)C(=O)OCC